3-(4-chloro-1-isopropyl-pyrazolo[4,3-c]pyridin-3-yl)-5-cyclopropyl-isoxazole ClC1=NC=CC2=C1C(=NN2C(C)C)C2=NOC(=C2)C2CC2